O=C1NC(CCC1N1C(C2=CC=CC(=C2C1=O)OCCOCCOCCOCCOCCOCCOCCOC=1C=C(C=CC1)CC(=O)NC=1SC(=C(N1)C=1C=C2CCN(C2=CC1)C(C1=C(C=CC=C1)C)=O)C)=O)=O 2-(3-((20-((2-(2,6-dioxopiperidin-3-yl)-1,3-dioxoisoindolin-4-yl)oxy)-3,6,9,12,15,18-hexaoxaicosyl)oxy)phenyl)-N-(5-methyl-4-(1-(2-methylbenzoyl)indolin-5-yl)thiazol-2-yl)acetamide